BrCC\C=C\CCCCCCCC(OC)OC (3E)-1-bromo-12,12-dimethoxy-3-dodecene